2-[5-hydroxy-5-(3-methoxyphenyl)-octahydrocyclopenta[c]pyrrol-2-yl]-1-phenylethan-1-one OC1(CC2C(CN(C2)CC(=O)C2=CC=CC=C2)C1)C1=CC(=CC=C1)OC